methyl 2-fluoro-4-(1-((5-methoxy-7-methyl-1-tosyl-1H-indol-4-yl)-methyl)-4-methylpiperazin-2-yl)benzoate FC1=C(C(=O)OC)C=CC(=C1)C1N(CCN(C1)C)CC1=C2C=CN(C2=C(C=C1OC)C)S(=O)(=O)C1=CC=C(C)C=C1